ethyl (S)-2-(chloromethyl)-4-methoxy-1-(oxetan-2-ylmethyl)-1H-benzo[d]imidazole-6-carboxylate ClCC1=NC2=C(N1C[C@H]1OCC1)C=C(C=C2OC)C(=O)OCC